pentylanisole C(CCCC)C1=C(C=CC=C1)OC